tert-butyl (1-(2-chlorothieno[3,2-d]pyrimidin-4-yl)piperidin-4-yl)carbamate ClC=1N=C(C2=C(N1)C=CS2)N2CCC(CC2)NC(OC(C)(C)C)=O